trialloyl-benzyl-dimethyl-ammonium chloride [Cl-].C(C=C)(=O)C([NH+](C)CC1=CC=CC=C1)(C(C=C)=O)C(C=C)=O